C[C@H]1N([C@H](CN(C1)C1=NC=C(C=N1)C(F)(F)F)C)C(=O)OC1CC2(CN(C2)C([2H])C2=C(C(=C(C(=C2[2H])[2H])[2H])[2H])[2H])C1 2-[(2H5)phenyl(2H1)methyl]-2-azaspiro[3.3]heptan-6-yl (2R,6S)-2,6-dimethyl-4-[5-(trifluoromethyl)pyrimidin-2-yl]piperazine-1-carboxylate